6-(2,6-dimethylphenyl)-5-(3-(3,3,3-trifluoro-2,2-dimethylpropoxy)phenyl)pyridin-2-amine CC1=C(C(=CC=C1)C)C1=C(C=CC(=N1)N)C1=CC(=CC=C1)OCC(C(F)(F)F)(C)C